N-(4-((4-(4-cyano-6-methylpyrimidin-2-yl)piperazin-1-yl)sulfonyl)phenyl)-2-(2-oxooxazolidin-3-yl)benzamide C(#N)C1=NC(=NC(=C1)C)N1CCN(CC1)S(=O)(=O)C1=CC=C(C=C1)NC(C1=C(C=CC=C1)N1C(OCC1)=O)=O